(R)-3-methyl-2-(7-(3-(4-(trifluoromethoxy)phenyl)ureido)dibenzo[b,d]furan-2-sulfonamido)butanoic acid CC([C@H](C(=O)O)NS(=O)(=O)C1=CC2=C(OC3=C2C=CC(=C3)NC(=O)NC3=CC=C(C=C3)OC(F)(F)F)C=C1)C